1-[[3-fluoro-4-[5-(trifluoromethyl)-1,2,4-oxadiazol-3-yl]phenyl]methyl]-3,3-dimethyl-piperidin-2-one FC=1C=C(C=CC1C1=NOC(=N1)C(F)(F)F)CN1C(C(CCC1)(C)C)=O